ClC1=CC=C(C=C1)C1=C(CC(CC1)(C)C)CN1CCN(CC1)C1=CC(=C(C(=O)N)C=C1)N1C=2C(OCC1)=NC=1C(C2)=CCN1 4-(4-((4'-chloro-4,4-dimethyl-3,4,5,6-tetrahydro-[1,1'-biphenyl]-2-yl)methyl)piperazin-1-yl)-2-(3,4-dihydro-2H-pyrrolo[3',2':5,6]pyrido[2,3-b][1,4]oxazin-1(7H)-yl)benzamide